1-cyclopropyl-N-((2,6-dichloropyridin-4-yl)methyl)ethan-1-amine C1(CC1)C(C)NCC1=CC(=NC(=C1)Cl)Cl